Trans-(3R)-1'-(6-amino-5-fluoropyrimidin-4-yl)-3-(3-chloro-5-fluorophenylamino)-4'-(trifluoromethyl)-1,3'-bipiperidin-2-one NC1=C(C(=NC=N1)N1CC(C(CC1)C(F)(F)F)N1C([C@@H](CCC1)NC1=CC(=CC(=C1)F)Cl)=O)F